C(C)(=O)OC1CC(CCC1C(C)C)C (-)-menthol Acetate